6-(4-aminocyclohexatrien-1-en-1-yl)-5-{3-fluoro-4-[(4-methylpyrimidin-2-yl)oxy]phenyl}-7-methyl-5H-pyrrolo[3,2-d]pyrimidin-4-amine NC1=C=C=C(C=C1)C1=C(C=2N=CN=C(C2N1C1=CC(=C(C=C1)OC1=NC=CC(=N1)C)F)N)C